P(=O)(OC)(OC1=C(C=CC=C1)Cl)OC[C@@H](COCCCCCCCCCCCCCC)OC=1C=NC(=CC1)C#N methyl (2-chlorophenyl) ((R)-2-((6-cyanopyridin-3-yl)oxy)-3-(tetradecyloxy)propyl) phosphate